CN1C=NC2=C1CCC2 methyl-1H,4H,5H,6H-cyclopenta[d]imidazol